CP(=O)(C)C1=C(OC2=NC(=NC=C2C(F)(F)F)N[C@@H]2CNCCC2)C=CC=C1 4-[2-(dimethylphosphoryl)phenoxy]-N-[(3S)-piperidin-3-yl]-5-(trifluoromethyl)pyrimidin-2-amine